C[Si](C)(C)OB(O[Si](C)(C)C)O[Si](C)(C)C tris(Trimethylsilyl)borate